OC1CC2(CN(C2)C(=O)OCC2=CC=CC=C2)C1 benzyl 6-hydroxy-2-azaspiro[3.3]heptane-2-carboxylate